1-difluoromethyl-3-ethylimidazole chlorine bromine scandium [Sc].[Br].[Cl].FC(N1CN(C=C1)CC)F